C(C)(C)(C)OC(=O)NC=1C(=CC=C2C=CC(=CC12)C1=NC=CC(=N1)C(=O)OC(C)(C)C)OS(=O)(=O)C(F)(F)F tert-butyl 2-[8-(tert-butoxycarbonylamino)-7-(trifluoromethyl sulfonyloxy)-2-naphthyl]pyrimidine-4-carboxylate